C(C(C)CCC[C@@H](C)[C@H]1CC[C@H]2[C@@H]3CCC4CCCC[C@]4(C)[C@H]3CC[C@]12C)N cholestanyl-amine